isopropyl trans-N-[4-[5-[2-(ethylsulfamoyl)-4-[1H-imidazol-2-yl(methyl)amino]phenyl]thiazol-2-yl]cyclohexyl]carbamate C(C)NS(=O)(=O)C1=C(C=CC(=C1)N(C)C=1NC=CN1)C1=CN=C(S1)[C@@H]1CC[C@H](CC1)NC(OC(C)C)=O